C1(CCC1)CN(CC=O)C 2-[(CYCLOBUTYLMETHYL)(METHYL)AMINO]ACETALDEHYDE